CC(C(=O)N=S(=O)(C1=CC=NC=C1)C1=CC=C(C(=O)NC2=C(C=CC(=C2)C2=CC=C(C=C2)F)NC(OC(C)(C)C)=O)C=C1)(C)C tert-butyl N-[2-[[4-[N-(2,2-dimethylpropanoyl)-S-(4-pyridyl)sulfonimidoyl]benzoyl]amino]-4-(4-fluorophenyl)phenyl]carbamate